ClC1=CC(=C2C(=N1)C(=NN2COCC[Si](C)(C)C)NCC)C=C chloro-N-ethyl-1-((2-(trimethylsilyl)ethoxy)methyl)-7-vinyl-1H-pyrazolo[4,3-B]pyridin-3-amine